COC1=NC2=CC=CC=C2C=C1C1=CN=C(N1)[C@H](CCCCNC(C1=C(C=CC=C1)SC)=O)NC(=O)C1CNNC1 (S)-N-(1-(5-(2-methoxyquinolin-3-yl)-1H-imidazol-2-yl)-5-(2-(methylthio)benzamido)pentyl)tetra-hydro-2H-pyrazol-4-carboxamide